(3R,7S)-2-(3,4-Dichlorobenzoyl)-N,3-dimethyl-9-(1-(6-methylpyridazin-3-yl)ethyl)-10-oxo-1,2,3,4,7,8,9,10-octahydropyrido[4',3':3,4]pyrazolo[1,5-a]pyrazine-7-carboxamide ClC=1C=C(C(=O)N2CC=3C(=NN4C3C(N(C[C@H]4C(=O)NC)C(C)C=4N=NC(=CC4)C)=O)C[C@H]2C)C=CC1Cl